6-methyl-1'-(4'-oxo-1,3-dihydro-4'H-spiro[indene-2,5'-[1,3]oxazol]-2'-yl)-1H-spiro[furo[3,4-c]pyridine-3,4'-piperidin]-1-one CC1=CC2=C(C=N1)C1(CCN(CC1)C=1OC3(C(N1)=O)CC1=CC=CC=C1C3)OC2=O